ClC=1C(=NC(=NC1)N[C@H]1CN(CC1)CC1(CCN(CC1)CC1CCN(CC1)C=1C=C2CN(CC2=CC1)C1C(NC(CC1)=O)=O)O)C1=CNC2=CC=CC=C12 5-(4-((4-(((R)-3-((5-chloro-4-(1H-indol-3-yl)pyrimidin-2-yl)amino)pyrrolidine-1-yl)methyl)-4-hydroxypiperidin-1-yl)methyl)piperidin-1-yl)-2-(2,6-dioxopiperidin-3-yl)isoindoline